N-(1,1-difluoro-2-methylpropan-2-yl)-6-fluoro-7-(morpholin-4-yl)-4-oxo-1-(2,4,6-trifluorophenyl)-1,4-dihydro-1,8-naphthyridine-3-carboxamide FC(C(C)(C)NC(=O)C1=CN(C2=NC(=C(C=C2C1=O)F)N1CCOCC1)C1=C(C=C(C=C1F)F)F)F